4-epoxycyclohexenoate C12(C(CC=CC1)O2)C(=O)[O-]